2-methacryloyloxyethyltriethoxysilane C(C(=C)C)(=O)OCC[Si](OCC)(OCC)OCC